C(#N)C=1C=C2C(=CC=NC2=CC1)NC1=CC=C(C(=O)NC2=CC(=C(C=C2)NC2=CC=NC=C2)F)C=C1 4-(6-cyanoquinolin-4-ylamino)-N-(3-fluoro-4-(pyridin-4-ylamino)phenyl)benzamide